CC1(CCN(CC1)CCN1CC2=CC(=CC(=C2CC1)C)B1OC(C(O1)(C)C)(C)C)O 4-methyl-1-(2-(5-methyl-7-(4,4,5,5-tetramethyl-1,3,2-dioxaborolan-2-yl)-3,4-dihydroisoquinolin-2(1H)-yl)ethyl)piperidin-4-ol